ClC=1C=C(C=NC1)CNC1=NC(=NC2=CC=C(C=C12)C=1C(=NOC1C)C)C(=O)NCC1=CC=NC=C1 4-(((5-chloropyridin-3-yl)methyl)amino)-6-(3,5-dimethylisoxazol-4-yl)-N-(pyridin-4-ylmethyl)quinazoline-2-carboxamide